[Si](OC)(OCC(CCl)Cl)(OCC(CCl)Cl)OCC(CCl)Cl methyl tri(2,3-dichloropropyl) silicate